Cyclobutyl-N-{(1S)-1-(4-methylcyclohexyl)-2-oxo-2-[(2-oxospiro[1H-pyrrolo[3,2-c]-pyridin-3,4'-tetrahydropyran]-6-yl)amino]ethyl}carbamic acid cyclobutyl ester C1(CCC1)OC(N([C@H](C(NC1=CC2=C(C=N1)C1(CCOCC1)C(N2)=O)=O)C2CCC(CC2)C)C2CCC2)=O